N-[4-[1-[[4-[5-(difluoromethyl)-1,3,4-oxadiazol-2-yl]-2,3-difluorophenyl]methyl]imidazol-4-yl]phenyl]-4,5-dihydro-1H-imidazol-2-amine FC(C1=NN=C(O1)C1=C(C(=C(C=C1)CN1C=NC(=C1)C1=CC=C(C=C1)NC=1NCCN1)F)F)F